CC=1C=C(C=C(C1)C)OC 3,5-Dimethyl-anisol